2-chloro-5-fluoro-4-(1H-imidazol-2-yl)pyrimidine ClC1=NC=C(C(=N1)C=1NC=CN1)F